3-[4-[(6-bromo-2-pyridinyl)oxymethyl]-3-pyridinyl]propoxy-tert-butyl-dimethyl-monosilane BrC1=CC=CC(=N1)OCC1=C(C=NC=C1)CCCO[Si](C)(C)C(C)(C)C